4-(5-bromo-4-fluoro-2-methoxybenzyl)phthalazin-1(2H)-one BrC=1C(=CC(=C(CC2=NNC(C3=CC=CC=C23)=O)C1)OC)F